1-methyl-3-ethylimidazole iodide salt [I-].CN1CN(C=C1)CC